F[C@H]1CN(CC[C@H]1N(C(=O)NC=1C(N(C=C(C1)C(F)(F)F)C)=O)C)C=1C=C2C(=NC1)NN=C2OC2CCOCC2 1-((3S,4R)-3-fluoro-1-(3-((tetrahydro-2H-pyran-4-yl)oxy)-1H-pyrazolo[3,4-b]pyridin-5-yl)piperidin-4-yl)-1-methyl-3-(1-methyl-2-oxo-5-(trifluoromethyl)-1,2-dihydropyridin-3-yl)urea